1-(4-bromo-2,5-dimethyl-phenyl)-3-chloro-propan-1-one BrC1=CC(=C(C=C1C)C(CCCl)=O)C